N-(2-((7-(2,6-dichloro-3,5-dimethoxyphenyl)-5-(((1-methyl-1H-pyrazol-4-yl)meth-yl)amino)-2,6-naphthyridin-3-yl)amino)-3-methylphenyl)acrylamide ClC1=C(C(=C(C=C1OC)OC)Cl)C1=NC(=C2C=C(N=CC2=C1)NC1=C(C=CC=C1C)NC(C=C)=O)NCC=1C=NN(C1)C